6-(4-trans-(3-(dimethylamino)-4-methylpyrrolidin-1-yl)-5,6-difluoro-8-(methylamino)-9H-pyrido[2,3-b]indol-3-yl)-1-methyl-4-oxo-1,4-dihydro-1,8-naphthyridine-3-carboxylic acid CN(C1CN(CC1C)C=1C(=CC2=C(NC3=C(C=C(C(=C23)F)F)NC)N1)C=1C=C2C(C(=CN(C2=NC1)C)C(=O)O)=O)C